dihydroxyphenylacetic acid-ammonium salt [NH4+].OC(C(=O)[O-])(C1=CC=CC=C1)O